FS(=O)(=O)[N-]S(=O)(=O)C(F)(F)F N-(fluorosulfonyl)-N-(trifluoromethylsulfonyl)amide